2-(2-(5-cyclopropyl-3-(2,6-dichlorophenyl)isoxazol-4-yl)-7-azaspiro[3.5]non-1-en-7-yl)benzo[d]thiazole-6-carboxylic acid C1(CC1)C1=C(C(=NO1)C1=C(C=CC=C1Cl)Cl)C1=CC2(C1)CCN(CC2)C=2SC1=C(N2)C=CC(=C1)C(=O)O